O=C1N(CCC(N1)=O)C1=NN(C2=CC(=CC=C12)C1CCN(C2(CC2)C1)CC(=O)OC(C)(C)C)C tert-butyl 2-[7-[3-(2,4-dioxohexahydropyrimidin-1-yl)-1-methyl-indazol-6-yl]-4-azaspiro[2.5]octan-4-yl]acetate